(S)-morpholine-3-carboxylic acid methyl ester COC(=O)[C@H]1NCCOC1